C(CC)(=O)OC/C(=C(/COC(C(C)C)=O)\Br)/Br (2E)-2,3-dibromo-4-[(2-methylpropionyl)oxy]but-2-en-1-yl propionate